tert-Butyl (5-(5-bromo-2-(methylthio)-1-((2-(trimethylsilyl)ethoxy)methyl)-1H-imidazol-4-yl)thiophen-3-yl)carbamate BrC1=C(N=C(N1COCC[Si](C)(C)C)SC)C1=CC(=CS1)NC(OC(C)(C)C)=O